N1N(NC=C1)C(=O)N 1H-1,2,3-triazole-2-carboxamide